C(C1=CC=CC=C1)(=O)NC=1C=2N=CN([C@H]3[C@@H]([C@H](OP(=O)O)[C@@H](CO)O3)F)C2N=CN1 N-benzoyl-2'-deoxy-2'-fluoro-3'-O-[hydroxy(oxo)λ5-phosphanyl]adenosine